8-(1-cyclopropyl-3,3-difluoro-4-morpholino-4-oxobutyl)-1,4-dioxaspiro[4.5]dec-7-ene-7-carboxylate C1(CC1)C(CC(C(=O)N1CCOCC1)(F)F)C1=C(CC2(OCCO2)CC1)C(=O)[O-]